(E)-5-(3-((4-cyclopropylpyrrolidin-3-ylidene)methyl)-2-fluoro-6-hydroxyphenyl)-1,2,5-thiadiazolidin-3-one 1,1-dioxide C1(CC1)C1/C(/CNC1)=C\C=1C(=C(C(=CC1)O)N1CC(NS1(=O)=O)=O)F